CS(=O)(=O)ON=C(C#N)C1=CC=C(C=C1)C α-(methylsulfonyloxyimino)-4-methylphenylacetonitrile